tert-butyl 2-[(4-chloro-2,6-difluorophenyl) methoxy]-3-(trifluoromethyl)-6,8-dihydro-5H-1,7-naphthyridine-7-carboxylate ClC1=CC(=C(C(=C1)F)COC1=NC=2CN(CCC2C=C1C(F)(F)F)C(=O)OC(C)(C)C)F